2-((1-(6-methyl-4-oxo-2-(thiophen-2-yl)-4H-chromen-8-yl)ethyl)amino)benzoic acid CC=1C=C2C(C=C(OC2=C(C1)C(C)NC1=C(C(=O)O)C=CC=C1)C=1SC=CC1)=O